C123COCC4(COCC35[Co]1[Co]52)CN(C4)C(=O)OC(C)(C)C tert-butyl 3',7'-dioxa-10',11'-dicobaltaspiro[azetidine-3,5'-tetracyclo[7.2.0.01,10.09,11]undecane]-1-carboxylate